C1(=CC=CC=C1)N1C(=NC2=CC=CC=C2C1=O)CC1=CC=C(C(=O)NO)C=C1 4-{[3-phenylquinazolin-4(3H)-on-2-yl]methyl}-N-hydroxybenzamide